Cl.CN(C)C[C@@H]1CN(CC[C@@]1(O)C=1C=C(C(=O)N)C=CC1)CCC1=CSC=C1 3-((3R,4S)-3-((Dimethylamino)methyl)-4-hydroxy-1-(2-(thiophen-3-yl)ethyl)piperidin-4-yl)benzamide hydrochloride